OP(O)(=O)OP(=O)(O)O.O=C[C@@H](O)[C@H](O)[C@H](O)CO arabinose diphosphate